1-{(endo)-8-azabicyclo[3.2.1]oct-3-yl}-4-[6-(hydroxymethyl)pyridin-3-yl]-2,3-dihydro-1H-1,3-benzodiazol-2-one C12CC(CC(CC1)N2)N2C(NC1=C2C=CC=C1C=1C=NC(=CC1)CO)=O